3-[6-nitro-3-(ethoxycarbonyl)-2-propylquinolin-4-yl]propanoic acid [N+](=O)([O-])C=1C=C2C(=C(C(=NC2=CC1)CCC)C(=O)OCC)CCC(=O)O